2-{4-[2-(azetidin-3-yl)-1,2,3,4-tetrazol-5-yl]phenoxy}-5-chloro-3-fluoropyridine N1CC(C1)N1N=C(N=N1)C1=CC=C(OC2=NC=C(C=C2F)Cl)C=C1